5-Chloro-N-(3-chloro-5-fluorobenzyl)-2-methoxynicotinamide ClC=1C=NC(=C(C(=O)NCC2=CC(=CC(=C2)F)Cl)C1)OC